C(C)(C)(C)C1=CC2=C(C([C@H](NCC2)CC(C)C)O)C=C1 (2R)-7-tert-butyl-2-isobutyl-2,3,4,5-tetrahydro-1H-3-benzazepin-1-ol